C(C)(C)(C)OC(=O)N1CC=2N(CC1)C(=C(N2)I)CC2=C(C=C(C=C2)F)C(F)(F)F (4-fluoro-2-(trifluoromethyl)benzyl)-2-iodo-5,6-dihydroimidazo[1,2-a]pyrazine-7(8H)-carboxylic acid tert-butyl ester